C1CCCC12C(CCCC2)O spiro[4.5]decan-6-ol